C1(=CC(=CC=C1)[B-](C=1C=C(C=CC1)C)(C=1C=C(C=CC1)C)C=1C=C(C=CC1)C)C.CCCCCC hexane tetra(m-tolyl)borate